(2-(azetidin-1-yl)-4-methoxypyrimidin-5-yl)methanol N1(CCC1)C1=NC=C(C(=N1)OC)CO